C(C)OC=1C=C(C=C(C1)C1(CC(C1)C)C1=NN=CN1C)N1C(C2=CC(=CC(=C2C1)C(F)(F)F)CNC1(CCC1)C)=O 2-(3-ethoxy-5-((1r,3r)-3-methyl-1-(4-methyl-4H-1,2,4-triazol-3-yl)cyclobutyl)-phenyl)-6-(((1-methylcyclobutyl)amino)methyl)-4-(trifluoromethyl)isoindolin-1-one